FC1=C(C(=CC=C1)F)C1=NC=2N(C(=N1)NC1=CC(=C(C=C1)N1CCOCC1)OC(C)C)N=CC2 2-(2,6-difluorophenyl)-N-(3-isopropoxy-4-morpholinophenyl)pyrazolo[1,5-a][1,3,5]triazin-4-amine